ClC1=C(C=CC(=C1)F)C(C(=O)N)OC1=C(C=C(C=C1Cl)Cl)Cl (2-chloro-4-fluorophenyl)-2-(2,4,6-trichlorophenoxy)acetamide